N-[3-(triethoxysilyl)propyl]-N',N',N''-trimethylguanidine C(C)O[Si](CCCNC(=NC)N(C)C)(OCC)OCC